[4-(5-tert-butyl-1,2,4-oxadiazol-3-yl)phenyl]-[6-(4-ethylimidazol-1-yl)-2-azaspiro[3.3]heptan-2-yl]methanone C(C)(C)(C)C1=NC(=NO1)C1=CC=C(C=C1)C(=O)N1CC2(C1)CC(C2)N2C=NC(=C2)CC